3-amino-7-methoxy-1,8-naphthyridine-4-carboxylic acid methyl ester COC(=O)C1=C(C=NC2=NC(=CC=C12)OC)N